aminobiphenylcarboxylic acid C1=CC=C(C=C1)C2=C(C(=CC=C2)N)C(=O)O